1-(2-fluorophenyl)-3-methyl-2,5-dihydro-1H-pyrrole-2,5-dione FC1=C(C=CC=C1)N1C(C(=CC1=O)C)=O